2-methyl-6-[({4-[5-(trifluoromethyl)-1,2,4-oxadiazol-3-yl]phenyl}methyl)amino]-5,6,7,8-tetrahydroquinazolin-4(3H)-one CC1=NC=2CCC(CC2C(N1)=O)NCC1=CC=C(C=C1)C1=NOC(=N1)C(F)(F)F